O1CC(C1)COC1=CC=C(C=N1)CC1=NOC(=C1)C=1C(=NC=CC1)N 3-(3-((6-(oxetan-3-ylmethoxy)pyridin-3-yl)methyl)isoxazol-5-yl)pyridin-2-amine